(R)-1-(4-fluorophenyl)-N-((1R,2R)-1-hydroxy-1-(6-isopropoxypyridin-3-yl)-3-(pyrrolidin-1-yl)propan-2-yl)pyrrolidine-3-carboxamide FC1=CC=C(C=C1)N1C[C@@H](CC1)C(=O)N[C@@H]([C@@H](C=1C=NC(=CC1)OC(C)C)O)CN1CCCC1